thionyl chloride, lithium salt [Li].S(=O)(Cl)Cl